(4aR,8aS)-6-[4-[2-Methyl-4-(trifluoromethyl)phenoxy]piperidine-1-carbonyl]-4,4a,5,7,8,8a-hexahydropyrido[4,3-b][1,4]oxazin-3-one CC1=C(OC2CCN(CC2)C(=O)N2C[C@@H]3[C@@H](OCC(N3)=O)CC2)C=CC(=C1)C(F)(F)F